6-amino-8-bromopurine NC1=C2NC(=NC2=NC=N1)Br